COCCN1N=NN=C1 2-methoxyethyl-1H-tetrazole